ClC=1C=NC(=C(C(=O)NC2CCC(CC2)CN2C(N(C3=C2C=CC=C3)C3=CC2=C(N(N=N2)C)C=C3)=O)C1)C 5-chloro-2-methyl-N-((1r,4r)-4-((3-(1-methyl-1H-benzo[d][1,2,3]triazol-5-yl)-2-oxo-2,3-dihydro-1H-benzo[d]imidazol-1-yl)methyl)cyclohexyl)nicotinamide